C[Si]1(CCC(CC1)NC(=O)C1=CC=2C(=CN=C(C2OC)C(F)(F)F)N1)C N-(1,1-dimethylsilacyclohexan-4-yl)-4-methoxy-5-(trifluoromethyl)-1H-pyrrolo[2,3-c]pyridine-2-carboxamide